C(C)OC1=C(C=C2CCN(C(C2=C1)CCC=1C=NC=CC1)C=O)OC 7-ethoxy-6-methoxy-1-(2-(pyridin-3-yl)ethyl)-3,4-dihydroisoquinolin-2(1H)-formaldehyde